ClC1=CC2=C(C(C3=C(N(S2(=O)=O)C)C=CC=C3)NCCCC(F)(F)F)C=C1 3-Chloro-6-methyl-11-((4,4,4-trifluorobutyl)amino)-6,11-dihydrodibenzo[c,f][1,2]thiazepine 5,5-dioxide